ClC1=C(C=C(C=2C3=C(N(C12)C)CCNC(C3C)=O)OCCCO)Cl 7,8-dichloro-10-(3-hydroxypropoxy)-1,6-dimethyl-3,4,5,6-tetrahydroazepino[4,5-b]indol-2(1H)-one